tert-butyl (S)-2-(7-(3-methyl-1H-pyrrolo[2,3-b]pyridin-5-yl)-2-(tetrahydro-2H-pyran-4-yl)-1,2,3,4-tetrahydroisoquinolin-5-yl)pyrrolidine-1-carboxylate CC1=CNC2=NC=C(C=C21)C2=CC(=C1CCN(CC1=C2)C2CCOCC2)[C@H]2N(CCC2)C(=O)OC(C)(C)C